Cl.O[C@@H]1C[C@@H](NC1)C(=O)N[C@@H](C)C1=CC=C(C(=O)OC)C=C1 methyl 4-((S)-1-((2R,4R)-4-hydroxypyrrolidine-2-carboxamido)ethyl)benzoate hydrochloride